6-methoxy-3-nitro-5,6,7,8-tetrahydroquinoline COC1CC=2C=C(C=NC2CC1)[N+](=O)[O-]